ClC=1C=C(C=2C(N1)=CN(N2)C)C 5-chloro-2,7-dimethylpyrazolo[4,3-b]pyridine